3-cyclopropyl-2-(ethylsulfanyl)-8-(1-hydroxyethyl)-6-methyl-4H-pyrano[2,3-c]pyridin-4-one C1(CC1)C=1C(C=2C(=C(N=C(C2)C)C(C)O)OC1SCC)=O